C(C)(C)C1=C(NC2=CN=C(C=C21)N2CCC(CC2)NCC(=O)NC)C=2C=C(C=1N(C2)N=CN1)OC 2-((1-(3-isopropyl-2-(8-methoxy-[1,2,4]triazolo[1,5-a]pyridin-6-yl)-1H-pyrrolo[2,3-c]pyridin-5-yl)piperidin-4-yl)amino)-N-methylacetamide